N1=CSC2=NC=CC(=C21)C(=O)N thiazolo[5,4-b]pyridine-7-carboxamide